C[C@H]1N(C[C@H]1N1CCN(CC1)C(=O)OC(C)(C)C)C1=NC(=NC(=C1)N1CC(C(CC1)=O)C)C(F)(F)F tert-Butyl 4-((2R,3R)-2-methyl-1-(6-(3-methyl-4-oxopiperidin-1-yl)-2-(trifluoromethyl)pyrimidin-4-yl)azetidin-3-yl)piperazine-1-carboxylate